[Zn+2].P(=S)(SCCCCCC)(OCCCCCC)[O-].C(CCCCC)SP(=S)(OCCCCCC)[O-] di-n-hexyl dithiophosphate zinc